6'-[4-oxo-4-(pyrrolidin-1-yl)butoxy]-2',3'-dihydrospiro[cyclohexane-1,1'-indene]-4-carboxylic acid O=C(CCCOC1=CC=C2CCC3(C2=C1)CCC(CC3)C(=O)O)N3CCCC3